ClC=1C=C(C=NC1OC)NC(N)=O N'-(5-chloro-6-methoxypyridin-3-yl)urea